2-[[4-[1-(2-fluoroethyl)indazol-6-yl]-1-oxo-isoindolin-2-yl]methyl]prop-2-enenitrile FCCN1N=CC2=CC=C(C=C12)C1=C2CN(C(C2=CC=C1)=O)CC(C#N)=C